trimethyl[(1e)-1-methyl-3-(triphenylstannyl)-1-propenyl]-silane C[Si](\C(=C\C[Sn](C1=CC=CC=C1)(C1=CC=CC=C1)C1=CC=CC=C1)\C)(C)C